O[C@]12[C@]34C(C([C@H](CC[C@H]3[C@]3([C@H]([C@@H]1O)C(CC[C@@H]3O)(C)C)CO2)[C@H]4O)=C)=O (1S,2S,5S,8R,9S,10S,11R,15S,18R)-9,10,15,18-tetrahydroxy-12,12-dimethyl-6-methylidene-17-oxapentacyclo[7.6.2.15,8.01,11.02,8]octadecan-7-one